ClC=1C=C(C=CC1)N1C(N(C([C@@H]1C)C#N)C1=CN=CC2=CC=CC=C12)=O |r| racemic-(5S)-1-(3-chlorophenyl)-3-(isoquinolin-4-yl)-5-methyl-2-oxoimidazolidine-4-carbonitrile